CN(C1=C(C(=CC=2N1N=CN2)C)CC2=CC=C(C=C2)[SH2](=O)C=N)C (4-{[5-(dimethylamino)-7-methyl-[1,2,4]triazolo[1,5-a]pyridin-6-yl]methyl}phenyl)(imino)methyl-λ6-sulfanone